C(C=1C(C(=O)OCC(CCC)CC)=CC=CC1)(=O)OCC(CCC)CC di(2-ethylpentyl) phthalate